C(C)[C@@H]1N(C[C@H](N(C1)C(C)C=1C=CC=2N(N1)C=C(N2)C)CC)C=2C=1C(N(C(N2)=O)C)=CN(N1)C1OCCCC1 7-((2S,5R)-2,5-diethyl-4-(1-(2-methylimidazo[1,2-b]pyridazin-6-yl)ethyl)piperazin-1-yl)-4-methyl-2-(tetrahydro-2H-pyran-2-yl)-2,4-dihydro-5H-pyrazolo[4,3-d]pyrimidin-5-one